(5-(6-(6-(2-(4-cyclopropylpyrimidin-5-yl)-4-fluorophenoxy)-1,2,4-triazin-5-yl)-2,6-diazaspiro[3.4]oct-2-yl)-2,6-dimethylhept-2-yl) carbamate C(N)(OC(C)(CCC(C(C)C)N1CC2(C1)CN(CC2)C=2N=CN=NC2OC2=C(C=C(C=C2)F)C=2C(=NC=NC2)C2CC2)C)=O